dilauryl-1,18-octadecenedioic acid C(CCCCCCCCCCC)C(=C(C(=O)O)CCCCCCCCCCCC)CCCCCCCCCCCCCCC(=O)O